NC(CCCCCCCCCC)NC(C1=CC=CC=C1)=O N-(1-aminoundecyl)benzamide